5-((2-fluorobenzyl)oxy)-2-methyl-N-(2-oxopyrrolidin-3-yl)benzofuran-3-carboxamide FC1=C(COC=2C=CC3=C(C(=C(O3)C)C(=O)NC3C(NCC3)=O)C2)C=CC=C1